FC=1C=C(C=C(C1)F)C1CC=NN1C(=O)C12CC(C1)(C2)CC#N 2-(3-(5-(3,5-Difluorophenyl)-4,5-dihydro-1H-pyrazole-1-carbonyl)-bicyclo[1.1.1]pentan-1-yl)acetonitrile